2-benzyl-3-methyl-1-oxo-6-(2-(trifluoromethyl)phenyl)-1,2-dihydroisoquinoline-4-carboxylic acid C(C1=CC=CC=C1)N1C(C2=CC=C(C=C2C(=C1C)C(=O)O)C1=C(C=CC=C1)C(F)(F)F)=O